NC=1C=C(C=C(C1)C(F)(F)F)[C@@H](C)NC1=NC(=NC2=CC(=C(C=C12)OC)CN1CCOCC1)C (R)-N-(1-(3-amino-5-(trifluoromethyl)phenyl)ethyl)-6-methoxy-2-methyl-7-(morpholinomethyl)quinazolin-4-amine